C(C1=CC=CC=C1)OC(=O)N1CC(C2(OCCO2)CC1)F 6-fluoro-1,4-dioxa-8-azaspiro[4.5]decane-8-carboxylic acid benzyl ester